Benzyl 4-([[1-(2,6-dioxopiperidin-3-yl)-3-methyl-2-oxo-1,3-benzodiazol-5-yl]amino]methyl)cyclohexane-1-carboxylate O=C1NC(CCC1N1C(N(C2=C1C=CC(=C2)NCC2CCC(CC2)C(=O)OCC2=CC=CC=C2)C)=O)=O